FC1=C(C=C2CC([C@H](C2=C1)NC(O[C@@H]1CN2CCC1CC2)=O)(C)C)C2=CC(=C(C(=C2)C)OC)C (S)-quinuclidin-3-yl ((R)-6-fluoro-5-(4-methoxy-3,5-dimethylphenyl)-2,2-dimethyl-2,3-dihydro-1H-inden-1-yl)carbamate